(2S,4S)-2-(cyanomethyl)-4-(6-fluoro-8-methyl-7-(6-methylpyridin-3-yl)-4-(methylsulfinyl)-1H-[1,2,3]triazolo[4,5-c]quinolin-1-yl)piperidine-1-carboxylic acid tert-butyl ester C(C)(C)(C)OC(=O)N1[C@@H](C[C@H](CC1)N1N=NC=2C(=NC=3C(=C(C(=CC3C21)C)C=2C=NC(=CC2)C)F)S(=O)C)CC#N